N1,N2-Dibenzhydryl-1,2-propandiamin C(C1=CC=CC=C1)(C1=CC=CC=C1)NCC(C)NC(C1=CC=CC=C1)C1=CC=CC=C1